(S)-11-(aminomethyl)-4-ethyl-8-fluoro-4-hydroxy-9-methyl-10-(2-methylpropan-1-en-1-yl)-1,12-dihydro-14H-pyrano[3',4':6,7]indolizino[1,2-b]quinoline-3,14(4H)-dione NCC1=C2C(=NC=3C=C(C(=C(C13)C=C(C)C)C)F)C1=CC3=C(C(N1C2)=O)COC([C@]3(O)CC)=O